FC=1C=C(C(=NC1)OC)S(=O)(=O)Cl 5-fluoro-2-methoxypyridine-3-sulfonyl chloride